2-(pyridin-2-yl)-1H-benzo[d]Imidazole-5-carboxamide N1=C(C=CC=C1)C1=NC2=C(N1)C=CC(=C2)C(=O)N